6-chloro-5-cyano-4-((1-methyl-2-oxo-4-(tert-pentylamino)-1,2-dihydroquinolin-6-yl)amino)picolinic acid ClC1=C(C(=CC(=N1)C(=O)O)NC=1C=C2C(=CC(N(C2=CC1)C)=O)NC(C)(C)CC)C#N